[1,4-oxazepanamido](2E,4E,6E,8E,10E,12E,14E,16Z,18E)-4,8,13,17-tetramethylicosa-2,4,6,8,10,12,14,16,18-nonaenedioate O1C(CNCCC1)C(=O)N\C(\C(=O)[O-])=C\C(=C\C=C\C(=C\C=C\C=C(\C=C\C=C(/C=C/C(=O)[O-])\C)/C)\C)\C